3-(2-((4-Methylpiperazin-1-yl)methyl)-1H-pyrrolo[2,3-b]pyridin-4-yl)pyrazolo[1,5-b]pyridazine CN1CCN(CC1)CC1=CC=2C(=NC=CC2C=2C=NN3N=CC=CC32)N1